(+/-)-5-[4-(2,6-difluoro-4-{[5-(hydroxymethyl)-5-methyl-5,6-dihydro-4H-1,3-oxazin-2-yl]amino}phenoxy)-1H-pyrrolo[2,3-b]pyridin-3-yl]-2-(trifluoromethoxy)benzonitrile FC1=C(OC2=C3C(=NC=C2)NC=C3C=3C=CC(=C(C#N)C3)OC(F)(F)F)C(=CC(=C1)NC=1OC[C@@](CN1)(C)CO)F |r|